6-(3,6-dihydro-2H-pyran-4-yl)-nicotinic acid tert-butyl ester C(C)(C)(C)OC(C1=CN=C(C=C1)C=1CCOCC1)=O